FC1=C(C=C(C=C1)C=1N=CC(=NC1)CO)OC (5-(4-fluoro-3-methoxyphenyl)pyrazin-2-yl)methanol